O=C1NC=NN2C1=C(C=C2)C2CN(C2)C(=O)OC(C)(C)C tert-butyl 3-(4-oxo-3,4-dihydropyrrolo[2,1-f][1,2,4]triazin-5-yl)azetidine-1-carboxylate